2-chloro-3-fluoro-5-nitro-pyridine ClC1=NC=C(C=C1F)[N+](=O)[O-]